CC1=C(C=C(C(=C1)O)C)CC1=C(C(=CC(=C1)CC1=C(C=C(C(=C1)C)O)C)C)O 2,4-bis[(2,5-dimethyl-4-hydroxyphenyl)methyl]-6-methylphenol